N,N-dibutyl-2-hydroxybenzoamide C(CCC)N(C(C1=C(C=CC=C1)O)=O)CCCC